C(CCCCCCC\C=C/CCCCCCCC)(=O)C(OP(OC[C@@H](CO)O)(=O)[O-])C[N+](C)(C)C Cis-oleoyl-sn-glycero-3-phosphocholine